O=C1NC(CCC1N1C(C2=CC=C(C=C2C1)C#CCCCCC(=O)N1CCN(CC1)C1CCN(CC1)C=1C(=CC2=C(C(C=3NC4=CC(=CC=C4C3C2=O)C#N)(C)C)C1)CC)=O)=O 8-(4-(4-(7-(2-(2,6-dioxopiperidin-3-yl)-1-oxoisoindolin-5-yl)hept-6-ynoyl)piperazin-1-yl)piperidin-1-yl)-9-ethyl-6,6-dimethyl-11-oxo-6,11-dihydro-5H-benzo[b]carbazole-3-carbonitrile